(2S)-1-tertbutoxycarbonyl-4-prop-2-ynyl-piperazine-2-carboxylic acid C(C)(C)(C)OC(=O)N1[C@@H](CN(CC1)CC#C)C(=O)O